BrC1=C(C(=CC(=C1)C=CC1=CC(=CC(=C1)Br)Br)Br)O 2,6-dibromo-4-(3,5-dibromostyryl)phenol